FC(C(=O)O)(F)F.NC1=NNC2=NC=C(C=C21)OC2=CC(=C(C(=C2)C)N2C(N(CC2=O)C=2C=NC=C(C2)C(F)(F)F)=O)C 3-{4-[(3-amino-1H-pyrazolo[3,4-b]pyridin-5-yl)oxy]-2,6-dimethylphenyl}-1-[5-(trifluoromethyl)-3-pyridinyl]-2,4-imidazolidinedione trifluoroacetate